FC1=C(C=CC(=C1)F)N1N=C(C(C1(C(=O)NCCOC)C)C1=CSC=C1)C1=C(C=C(C=C1)F)F 1,3-bis(2,4-difluorophenyl)-N-(2-methoxyethyl)-5-methyl-4-(thiophen-3-yl)-4,5-dihydro-1H-pyrazole-5-carboxamide